1,2-Oxazepin O1N=CC=CC=C1